FC1=CC=C(C=C1)C1=CC(=NC(=C1C#N)OC)C=1OC=CC1 4-(4-Fluoro-phenyl)-6-furan-2-yl-2-methoxy-nicotinonitrile